4-(2-ethoxy-2-oxoethyl)cyclohexane-1-amine C(C)OC(CC1CCC(CC1)N)=O